cetyl-trimethylammonium bromide [Br-].C(CCCCCCCCCCCCCCC)[N+](C)(C)C